BrC1=CC=C(C2=C([Se]C(=C21)C(=O)N(C)C)C(=O)N(C)C)Br 4,7-dibromo-N1,N1,N3,N3-tetramethylbenzo[c]selenophene-1,3-dicarboxamide